(5S)-N-[[5-(trifluoromethyl)-2-pyridyl]methyl]-5,6,7,8-tetrahydroquinoxalin-5-amine FC(C=1C=CC(=NC1)CN[C@@H]1C=2N=CC=NC2CCC1)(F)F